S1C(=NC=C1)NC(=O)CC1=NNC=C1 N-(thiazol-2-yl)-1H-pyrazole-3-carboxyamide